5-(2-(2-chloro-3-fluorophenyl)-4-oxo-3-azabicyclo[3.1.0]hexan-3-yl)-3-fluoropicolinic acid ClC1=C(C=CC=C1F)C1C2CC2C(N1C=1C=C(C(=NC1)C(=O)O)F)=O